(E)-4-bromo-3-fluoro-2-(2-(4,4,5,5-tetramethyl-1,3,2-dioxaborolan-2-yl)vinyl)phenol BrC1=C(C(=C(C=C1)O)\C=C\B1OC(C(O1)(C)C)(C)C)F